C(OC(C)(C)C)(OC1=C(C(=C(C=C1OC)C#N)N1CC(OC(C1)C)C)C#N)=O tert-Butyl 2,4-dicyano-3-(2,6-dimethylmorpholino)-6-methoxyphenyl carbonate